FC=1C=C(C=CC1OC1=CC=NC2=CC(=CN=C12)OCCOC)NC(=O)C1=C(N(C(=C(C1=O)C=1OC=CC1)C)C)C N-[3-fluoro-4-[[7-(2-methoxy-ethoxy)-1,5-naphthyridin-4-yl]oxy]phenyl]-5-(furan-2-yl)-1,2,6-trimethyl-4-oxopyridine-3-carboxamide